F[C@@H]1C[C@H](C1)NC(=O)C1=NOC=C1 N-(trans-3-fluorocyclobutyl)isoxazole-3-carboxamide